bis(1-oxyl-2,2,6,6-tetramethyl-piperidine-4-yl)sebacate ON1C(CC(CC1(C)C)OC(CCCCCCCCC(=O)OC1CC(N(C(C1)(C)C)O)(C)C)=O)(C)C